O=C1NC(CCC1N1C(C2=CC=C(C=C2C1=O)CNC(CN1CC(CCC1)N1N=CC(=C1)C1=NC2=CC=CC=C2N=C1)=O)=O)=O N-((2-(2,6-Dioxopiperidin-3-yl)-1,3-dioxoisoindolin-5-yl)methyl)-2-(3-(4-(quinoxalin-2-yl)-1H-pyrazol-1-yl)piperidin-1-yl)acetamide